C(CCC)N(CCCC)CCC[Si](OC)(OC)C γ-(N,N-dibutyl)aminopropylmethyl-dimethoxysilane